(E)-1-[4-[(2S,5S)-4,5-Dihydroxy-6-[[(2R)-3,4,5-trihydroxy-6-methyl-3,6-dihydro-2H-pyran-2-yl]oxymethyl]oxan-2-yl]oxy-2,6-dihydroxyphenyl]-3-(3-hydroxy-4-methoxyphenyl)prop-2-en-1-one OC1C[C@@H](OC([C@H]1O)CO[C@@H]1OC(C(=C(C1O)O)O)C)OC1=CC(=C(C(=C1)O)C(\C=C\C1=CC(=C(C=C1)OC)O)=O)O